CON=CC(=O)OC glyoxylic acid-methylester-O-methyloxime